FC1=CC(=C(C=C1)[N+](=O)[O-])OCCOC 4-fluoro-2-(2-methoxyethoxy)-1-nitro-benzene